(E)-1-(2-(2-methoxyethoxy)ethyl)-3,3-dimethylindol COCCOCCN1CC(C2=CC=CC=C12)(C)C